(R)-tert-butyl(1-(4-aminobenzoyl)pyrrolidin-3-yl)(methyl)carbamate C(C)(C)(C)OC(N(C)[C@H]1CN(CC1)C(C1=CC=C(C=C1)N)=O)=O